C1(CC1)NC(C1=CC(=CC=C1)NC=1N=NC(=CC1)C1=CC=CC=C1)=O N-cyclopropyl-3-[(6-phenylpyridazin-3-yl)amino]benzamide